ClC1=CC(=C(C=C1)/C=C/C(=O)N[C@H](C(=O)NC(C(C(=O)NC1CC1)=O)C[C@H]1C(NCC1)=O)CC1CCC1)F 3-((S)-2-((E)-3-(4-chloro-2-fluorophenyl)acrylamido)-3-cyclobutylpropanamido)-N-cyclopropyl-2-oxo-4-((S)-2-oxopyrrolidin-3-yl)butanamide